FC(C(=O)O)(F)F.C1=NC=CC2=CC=NC=C12 2,7-naphthyridine trifluoroacetic acid salt